(S)-(4-(4-fluoropyrazolo[1,5-a]pyridin-2-yl)-6,7-dihydro-1H-imidazo[4,5-c]pyridin-5(4H)-yl)(5-(1-methyl-1H-pyrazol-5-yl)-1,3,4-oxadiazol-2-yl)methanone FC=1C=2N(C=CC1)N=C(C2)[C@H]2N(CCC1=C2N=CN1)C(=O)C=1OC(=NN1)C1=CC=NN1C